O[C@]12C[C@H](CC[C@@]2([C@H]2CC[C@@]3([C@H](CC[C@@]3([C@@H]2CC1)O)C=1C=CC(OC1)=O)C)C)NC(OCCN1CCCC1)=O 2-(pyrrolidin-1-yl)ethyl ((3S,5S,8R,9S,10R,13R,14S,17R)-5,14-dihydroxy-10,13-dimethyl-17-(2-oxo-2H-pyran-5-yl)hexadecahydro-1H-cyclopenta[a]phenanthren-3-yl)carbamate